F[P-](F)(F)(F)(F)F.C(C)[N+]1(CCCC1)C ethyl-1-methylpyrrolidinium hexafluorophosphate